BrC1=CC=CC(=N1)C=NC1=CC=C(C=C1)C N-[(6-bromo-2-pyridinyl)methylene]-4-methylaniline